5-trifluoromethyl-pyrazolo[1,5-a]pyridine FC(C1=CC=2N(C=C1)N=CC2)(F)F